P(=O)(O)(O)OC[C@@H]1[C@H]([C@H]([C@@](O1)(N1C(=O)N=C(N)C=C1)F)O)O fluorocytidine-5'-phosphate